3-(((1r,4r)-4-(4-bromo-3-methylphenoxy)cyclohexyl)oxy)propan-1-ol BrC1=C(C=C(OC2CCC(CC2)OCCCO)C=C1)C